C(CCC)OC(=O)C1CCC1 cyclobutane-1-carboxylic acid butyl ester